CN(C(=O)OC[C@@H](C1=NN(C=C1)C(F)F)N)C1=NC=CC(=C1)C=1C=NC(=C(C1)C#N)OC[C@@](CC(C)C)(C)N (2R)-2-amino-2-[1-(difluoromethyl)pyrazol-3-yl]ethanol (S)-methyl-(6-((2-amino-2,4-dimethylpentyl)oxy)-5-cyano-[3,4'-bipyridin]-2'-yl)carbamate